[O-]S(=O)(=O)C(F)(F)F.C(CCCCC)N1C=[N+](C=C1)C 1-hexyl-3-methylimidazolium triflate salt